FC1=CC(=C(C=O)C=C1)CF 4-fluoro-2-(fluoromethyl)benzaldehyde